Methylaminoiodine CNI